IC1=NN(C2=CC(=CC=C12)[N+](=O)[O-])C=1C=C(C=CC1)C 3-iodo-6-nitro-1-(m-tolyl)-1H-indazole